(4-(1-(2,2-difluoroethyl)-2-(trifluoromethyl)-1H-imidazo[4,5-c]pyridin-4-yl)-2-fluorophenyl)(6,6-difluoro-1,4-oxazepan-4-yl)methanone FC(CN1C(=NC=2C(=NC=CC21)C2=CC(=C(C=C2)C(=O)N2CCOCC(C2)(F)F)F)C(F)(F)F)F